C(CCC)OC(\C=C\C(NC=1SC=CN1)=O)=O (E)-3-(Thiazol-2-ylcarbamoyl)-acrylic acid butyl ester